sodium 3-o-methylphenyl-2-butenoate CC1=C(C=CC=C1)C(=CC(=O)[O-])C.[Na+]